6-Chloro-dihydrocoumarin ClC=1C=C2CCC(OC2=CC1)=O